CN1C=2N(C(C(=C1C)C(=O)N)C)N=NN2 4,5,7-trimethyl-4H,7H-[1,2,3,4]tetrazolo[1,5-a]pyrimidine-6-carboxamide